[N+](=O)([O-])C1=NN(C=N1)C(C1=CC=CC=C1)(C1=CC=CC=C1)C1=CC=CC=C1 3-nitro-1-trityl-1,2,4-triazole